COC1=CC=C(CN2C(=NC=3C2=NC=CC3)CCC(=O)N[C@H](C)C3=CC=CC=C3)C=C1 3-[3-(4-Methoxy-benzyl)-3H-imidazo[4,5-b]pyridin-2-yl]-N-((R)-1-phenyl-ethyl)-propionamide